5'-(dimethylamino)spiro[cyclopropane-1,3'-indoline]-2'-one CN(C=1C=C2C3(C(NC2=CC1)=O)CC3)C